(R)-N-(2-(1-ethyl-8-oxa-1-azaspiro[4.5]decan-4-yl)thieno[2,3-b]pyridin-4-yl)-6-fluorobenzo[d]thiazol-5-amine C(C)N1CC[C@H](C12CCOCC2)C2=CC=1C(=NC=CC1NC=1C(=CC3=C(N=CS3)C1)F)S2